3-(2-amino-ethylamino)propyltriethoxysilane NCCNCCC[Si](OCC)(OCC)OCC